7-bromo-2-hydroxy-3-methyl-9-(methylthio)-4H-pyrazino[1,2-a]pyrimidin-4-one BrC=1N=C(C=2N(C(C(=C(N2)O)C)=O)C1)SC